C(C)(C)(C)[Si](C)(C)OC(C1=CC=C(C=C1)[N+](=O)[O-])C1=CC=C(C=C1)C1=CC=C(C=C1)F tert-butyl((4'-fluoro-[1,1'-biphenyl]-4-yl)(4-nitrophenyl)methoxy)dimethylsilane